C(N)(=O)C=1C=C(C=CC1F)NC(C1=C(C(=CC=C1OC1=CC=C(C=C1)F)C(F)(F)F)F)=O N-(3-carbamoyl-4-fluoro-phenyl)-2-fluoro-6-(4-fluorophenoxy)-3-(trifluoromethyl)benzamide